NC1=C(C=C(N=N1)C1=C(C=CC=C1)O)N1CC2CCC(C1)N2C2=CC(=NC=C2)C#CCN2[C@@H]1[C@H]3C[C@H]3[C@H](C2)C1 2-[6-amino-5-[8-[2-[3-[(1R,2S,4S,5S)-6-azatricyclo[3.2.1.02,4]octan-6-yl]prop-1-ynyl]-4-pyridyl]-3,8-diazabicyclo[3.2.1]octan-3-yl]pyridazin-3-yl]phenol